((5-methoxypyridin-2-yl)amino)-4-((2-(N-methylmethanesulfonamido)phenyl)amino)nicotinamide COC=1C=CC(=NC1)NC1=C(C(=O)N)C(=CC=N1)NC1=C(C=CC=C1)N(S(=O)(=O)C)C